6-Bromo-3-(4-morpholinoanilino)pyrazine-2-carboxamide BrC1=CN=C(C(=N1)C(=O)N)NC1=CC=C(C=C1)N1CCOCC1